ClC1=CC2=C(N(C(C(N2C)=O)=O)C2CCN(CC2)C=2SC(=CN2)C#N)N=C1 2-(4-(7-chloro-1-methyl-2,3-dioxo-2,3-dihydropyrido[2,3-b]pyrazin-4(1H)-yl)piperidin-1-yl)thiazole-5-carbonitrile